[O-]C(=O)CCCCCCCCC.[O-]C(=O)CCCCCCCCC.C(CCCCCCC)[Sn+2]CCCCCCCC dioctyl-tin dicaprate